O=C1N(C=CC(N1COCC[Si](C)(C)C)=O)C1=C2C=CN(C2=CC=C1)C1CCN(CC1)C(=O)OC(C)(C)C tert-Butyl 4-(4-(2,4-dioxo-3-((2-(trimethylsilyl)ethoxy)methyl)-3,4-dihydropyrimidin-1(2H)-yl)-1H-indol-1-yl)piperidine-1-carboxylate